C(C)(C)C1CC=C(CC1)C(C=O)C 4-isopropylcyclohexen-1-ylpropanal